Acetylferrocenyl-2-amino-5-phenyl-1,3,4-thiadiazole C(C)(=O)C=1[C-](C=CC1)S1C(=NN=C1C1=CC=CC=C1)N.[CH-]1C=CC=C1.[Fe+2]